S1CN(C2=C1C=CC=C2)C(=O)C2=CC(=C(C(=C2)Cl)O)Cl benzo[d]thiazol-3(2H)-yl-(3,5-dichloro-4-hydroxyphenyl)methanone